[Si](C)(C)(C(C)(C)C)OCCOCCOCCOCCOCCOC/C=C/C(=O)OC methyl (E)-4-[2-[2-[2-[2-[2-[tert-butyl(dimethyl)silyl] oxyethoxy]ethoxy]ethoxy]ethoxy]ethoxy]but-2-enoate